FC1=C(NC(N=C1)=O)[NH3+] 5-fluoro-2-oxo-2,3-dihydropyrimidin-4-aminium